ClC=1C=C(C=CC1F)NC(N(C1=CN=NC(=C1)OC)CC1=NNC(=C1)C(F)F)=O (3-Chloro-4-fluorophenyl)-1-((5-(difluoromethyl)-1H-pyrazol-3-yl)methyl)-1-(6-methoxypyridazin-4-yl)urea